C(C)(C)(C)N(C(O)=O)[C@H]1CN(C[C@H](C1)F)C1=NC2=C(N1C)C=C(C(=C2Br)N)C.CC2=C(C=CC=C2)C |&1:12| 1,2-dimethyl-benzene tert-butyl-((3R,SR)-1-(5-amino-4-bromo-1,6-dimethyl-1H-benzo[d]imidazol-2-yl)-5-fluoropiperidin-3-yl)carbamate